2-(3,4-dichloro-phenoxy)ethyl-triethyl-ammonium bromide [Br-].ClC=1C=C(OCC[N+](CC)(CC)CC)C=CC1Cl